C(C1=CC=CC=C1)(C1=CC=CC=C1)(C1=CC=CC=C1)C1=C(C(=C(C=C1)O)C(C1=CC=CC=C1)(C1=CC=CC=C1)C1=CC=CC=C1)C(C1=CC=CC=C1)(C1=CC=CC=C1)C1=CC=CC=C1 tristritylphenol